N-((2R,3S)-1-(3-((2-(3-Chloro-1-(methyl-d3)-1H-pyrazol-4-yl)pyrimidin-4-yl)amino)-5-isopropylisoquinolin-8-yl)-2-methylazetidin-3-yl)-N-methyl-methanesulfonamide ClC1=NN(C=C1C1=NC=CC(=N1)NC=1N=CC2=C(C=CC(=C2C1)C(C)C)N1[C@@H]([C@H](C1)N(S(=O)(=O)C)C)C)C([2H])([2H])[2H]